ethyl (3-methylundec-4-en-1-yl) oxalate C(C(=O)OCCC(C=CCCCCCC)C)(=O)OCC